Tert-Butyl 3-prop-2-ynoxyazetidine-1-carboxylate C(C#C)OC1CN(C1)C(=O)OC(C)(C)C